C(CCCCC)C(CC=1SC=CC1)CCCCCCCC 2-(2-hexyldecyl)thiophene